C(=O)(OC(C)(C)C)N1[C@@H](CCC1)CO (S)-N-Boc-prolinol